pyridin-2-ylmethanol N1=C(C=CC=C1)CO